C(C(C)C)C1C[C@@H](NC[C@H]1C)C=1C=CC2=C(N=CS2)C1 5-[(2R,5S)-4-isobutyl-5-methyl-2-piperidyl]-1,3-benzothiazole